ClC1=C(C=CC=C1Cl)N1C(=NC(=CC1=O)O)C 3-(2,3-dichlorophenyl)-6-hydroxy-2-methyl-3,4-dihydropyrimidin-4-one